C(C)(C)(C)P(C1=C(C=CC=C1)C1=C(C=C(C=C1C(C)C)C(C)C)C(C)C)C(C)(C)C.[Pd] palladium di-tert-butyl[2',4',6'-tri(propan-2-yl)biphenyl-2-yl]phosphane